C1(=CC=CC=C1)C(C(=O)O)N1CCC(CC1)NCCCCC1=NC=2NCCCC2C=C1 2-phenyl-2-(4-(4-(5,6,7,8-tetrahydro-1,8-naphthyridin-2-yl)butylamino)piperidin-1-yl)acetic acid